C1(CCC1)OC1=NC(=NC=C1F)N 4-cyclobutoxy-5-fluoropyrimidin-2-amine